C12CN(CC(CC1)N2)C2=CC=1C(=C(N=NC1Cl)C)C=N2 7-(3,8-diazabicyclo[3.2.1]oct-3-yl)-1-chloro-4-methylpyrido[3,4-d]pyridazine